OC(CN(CCCC(=O)OCCN1CCN(CC1)CCSSCCCCN(CC(CCCCCCC(=O)OCCC(C)C)O)CC(CCCCCCC(=O)OCCC(C)C)O)CC(CCCC(=O)OC(CC)CC)O)CCCC(OC(CC)CC)=O Diisopentyl 9,9'-((4-((2-(4-(2-((4-(bis(2-hydroxy-6-oxo-6-(pentan-3-yloxy)hexyl)amino)-butanoyl)oxy)ethyl)piperazin-1-yl)ethyl)disulfaneyl)butyl)azanediyl)bis(8-hydroxynonanoate)